(R)-2-(6-Methyl-4-(piperidin-3-ylamino)imidazo[1,5-d][1,2,4]triazin-1-yl)-5-(trifluoromethyl)phenol CC1=NC=C2N1C(=NN=C2C2=C(C=C(C=C2)C(F)(F)F)O)N[C@H]2CNCCC2